CC1(N(CCC1)CCNC=1C=NC2=CC=C(N=C2C1)C=1C(=NNC1)C1=NC(=C(C=C1)F)C)C N-(2-(2,2-dimethylpyrrolidin-1-yl)ethyl)-6-(3-(5-fluoro-6-methylpyridin-2-yl)-1H-pyrazol-4-yl)-1,5-naphthyridin-3-amine